14-((2-(2,6-dioxopiperidin-3-yl)-1-oxoisoindolin-4-yl)amino)-3,6,9,12-tetraoxatetradecanoic acid O=C1NC(CCC1N1C(C2=CC=CC(=C2C1)NCCOCCOCCOCCOCC(=O)O)=O)=O